ClC=1C2=C(N=C(N1)SC)NC=C2I 4-chloro-5-iodo-2-(methylthio)-7H-pyrrolo[2,3-d]pyrimidine